6-(3-isopropyl-4-methyl-5-(4-(2-(methylsulfonyl)ethyl)piperazin-1-yl)-1H-pyrrolo[2,3-c]pyridin-2-yl)-8-methoxy-[1,2,4]triazolo[1,5-a]pyridine C(C)(C)C1=C(NC2=CN=C(C(=C21)C)N2CCN(CC2)CCS(=O)(=O)C)C=2C=C(C=1N(C2)N=CN1)OC